4-bromo-7-chloro-2,3-dihydrobenzofuran-6-carboxylic acid BrC1=CC(=C(C2=C1CCO2)Cl)C(=O)O